C[C@H]1N(C[C@@H](N(C1)C(=O)OC(C)(C)C)C1=CC=CC=C1)C1(CC1)C |r| tert-butyl rac-(2S,5R)-5-methyl-4-(1-methylcyclopropyl)-2-phenyl-piperazine-1-carboxylate